C(C)N1N=C(C(=C1)C1=NN2C(=NC=3C(=CC=CC3C2=N1)C(F)(F)F)NC=1C(N=CC=NC1)=O)C (6S)-6-{[2-(1-ethyl-3-methyl-1H-pyrazol-4-yl)-7-(trifluoromethyl)[1,2,4]triazolo[1,5-c]quinazolin-5-yl]amino}-1,4-diazepin-5-one